N,6-dimethylthieno[2,3-b]pyridine-2-carboxamide CNC(=O)C1=CC=2C(=NC(=CC2)C)S1